dimethylol-propionic acid C(O)C(C(=O)O)(C)CO